ClC1=C(C=CC=C1)N1C=2N(C3=C(C1=O)C=NC(=N3)NC3=CC(=C(C=C3)OCCNC(C)C)OC)C=CN2 6-(2-chlorophenyl)-2-({3-methoxy-4-[2-(propan-2-ylamino)ethoxy]phenyl}amino)imidazo[1,2-a]pyrimido[5,4-e]pyrimidin-5(6H)-one